N1=CC=CC2=CC(=CC=C12)S(=O)(=O)C1=CC=C(C=C1)CNC(=O)C=1C=C2C(=NC1)NN=C2 N-{[4-(quinoline-6-sulfonyl)phenyl]methyl}-1H-pyrazolo[3,4-b]pyridine-5-carboxamide